C12(C3(C(C(CC1)C2(C)C)CCCCCCCCC3)O)C nonano-borneol